CC1CNC=C1 3-methyl-2,3-dihydropyrrole